CC1(CN(CCO1)C(C=O)(C)C)C 2-(2,2-dimethyl-4-morpholinyl)-2-methylpropionaldehyde